CC1=C(C(=O)OCCC(F)(F)F)C=CC(=C1)C1=NOC(=C1)C1=NC(=CN=C1N(C(=O)OC(C)(C)C)C(=O)OC(C)(C)C)Br 3,3,3-trifluoropropanol Methyl-4-(5-(3-(bis(tert-butoxycarbonyl)amino)-6-bromo-pyrazin-2-yl)isoxazol-3-yl)benzoate